[N+](=O)([O-])C=1C=C(C=C(C1)[N+](=O)[O-])C1=NN(C(=C1)O)C1=NC(=C(N=C1C)C)C 3-(3,5-dinitrophenyl)-1-(3,5,6-trimethylpyrazin-2-yl)-1H-pyrazol-5-ol